N1=CN=CC2=C1N=CC21CCC1 spiro[cyclobutane-1,5'-pyrrolo[2,3-d]pyrimidine]